(2R,11aS)-8-hydroxy-7-methoxy-2-(trifluoromethyl)-1,2,3,10,11,11a-hexahydro-5H-benzo[e]pyrrolo[1,2-a][1,4]diazepine OC=1C(=CC2=C(NC[C@H]3N(C2)C[C@@H](C3)C(F)(F)F)C1)OC